3-hydroxybutane sodium [Na].OC(CC)C